p-tert-amyl-hydroxyphthalimide C(C)(C)(CC)C=1C(=C2C(C(=O)NC2=O)=CC1)O